8-(6-methylpyridin-3-yl)-2,3,4,5-tetrahydro-1H-pyrido[4,3-b]indole hydrochloride Cl.CC1=CC=C(C=N1)C1=CC=2C3=C(NC2C=C1)CCNC3